FC(C1=CC(=NC2=C(C=C(C=C12)C1=NC(=NC=C1F)NC1=CC=C(C=N1)N1CCN(CC1)C(=O)OCCCC)F)C)F butyl 4-(6-((4-(4-(difluoromethyl)-8-fluoro-2-methylquinolin-6-yl)-5-fluoropyrimidin-2-yl)amino)pyridin-3-yl)piperazine-1-carboxylate